[C-]1(C=CC=C1)\C(=C/C=1C=C(C(=C(C1)OC)OC)OC)\C1=CC=C(C=C1)OC.[CH-]1C=CC=C1.[Fe+2] (E)-5-(2-ferrocenyl-2-(4-methoxyphenyl)vinyl)-1,2,3-trimethoxybenzene